ClC1=C(C(=C(C(=C1O)Cl)Cl)Cl)Cl (-)-pentachlorophenol